2-(3,3-difluoropyrrolidin-1-yl)-4-(2-(2-(trifluoromethyl)pyridin-3-yl)azetidin-1-yl)pyrido[2,3-d]pyrimidine FC1(CN(CC1)C=1N=C(C2=C(N1)N=CC=C2)N2C(CC2)C=2C(=NC=CC2)C(F)(F)F)F